N,N-dimethylaminopropane [6-[[tert-Butyl(diphenyl)silyl]oxymethyl]-1-chloro-6,7-dihydro-5H-cyclopenta[c]pyridin-4-yl]acetate n-pentyl-hexyl-terephthalate C(CCCC)C=1C(=C(C(=O)O)C=CC1C(=O)O)CCCCCC.[Si](C1=CC=CC=C1)(C1=CC=CC=C1)(C(C)(C)C)OCC1CC2=C(C(=NC=C2CC(=O)O)Cl)C1.CN(C)CCC